Cl.N[C@@H]1CN(C[C@H](C1)F)C1=C2C(=C(NC2=C(C=C1F)C(=O)N)C)Cl 4-((3s,5s)-3-amino-5-fluoropiperidin-1-yl)-3-chloro-5-fluoro-2-methyl-1H-indole-7-carboxamide hydrochloride